1-methyl-2-N-acetyl-6-methoxy-1,2,3,4-tetrahydro-β-carboline CC1N(CCC=2C3=CC(=CC=C3NC12)OC)C(C)=O